1-methyl-2-oxo-4-((2s,5S)-2,4,5-trimethyl-4-(3-(trifluoromethyl)phenoxy)piperidin-1-yl)-1,2-dihydropyrido[3,2-d]pyrimidine-6-carbonitrile CN1C(N=C(C2=C1C=CC(=N2)C#N)N2[C@H](CC([C@H](C2)C)(OC2=CC(=CC=C2)C(F)(F)F)C)C)=O